(2-(((2R,3S,4R,5R)-5-(4-(cyclopentylamino)-6-(3-hydroxyprop-1-yn-1-yl)-1H-pyrazolo[3,4-d]pyrimidin-3-yl)-3,4-dihydroxytetrahydrofuran-2-yl)methoxy)-1-hydroxypropan-2-yl)phosphonic acid C1(CCCC1)NC1=C2C(=NC(=N1)C#CCO)NN=C2[C@@H]2[C@@H]([C@@H]([C@H](O2)COC(CO)(C)P(O)(O)=O)O)O